tert-butyl ((1r,4r)-4-((5-(((4,6-dimethyl-2-oxo-1,2-dihydropyridin-3-yl)methyl)-carbamoyl)-4-methyl-4'-(morpholinomethyl)-[1,1'-biphenyl]-3-yl)(methyl)amino)-cyclohexyl)carbamate CC1=C(C(NC(=C1)C)=O)CNC(=O)C=1C(=C(C=C(C1)C1=CC=C(C=C1)CN1CCOCC1)N(C1CCC(CC1)NC(OC(C)(C)C)=O)C)C